4-(4-Chloro-3,5-difluorophenyl)-1-(3-(pyridin-4-yl)-1H-pyrazol-5-yl)piperidin-2-one ClC1=C(C=C(C=C1F)C1CC(N(CC1)C1=CC(=NN1)C1=CC=NC=C1)=O)F